C(C)N(CC)CC1CO1 diethylamino-2,3-epoxypropane